OS The molecule is a sulfur oxoacid. It is a conjugate acid of a sulfenate. It derives from a hydride of a hydrogen sulfide.